N-(6-(3-(4,4-Difluoropiperidin-2-yl)-1H-1,2,4-triazol-1-yl)-5-fluoropyridin-3-yl)-2-(5-methyl-3-(trifluoromethyl)-1H-pyrazol-1-yl)acetamide FC1(CC(NCC1)C1=NN(C=N1)C1=C(C=C(C=N1)NC(CN1N=C(C=C1C)C(F)(F)F)=O)F)F